C[Si](O[Si](O[Si](C)(C)C)(O[Si](C)(C)C)CCC=CC(=O)O)(C)C.C(C=C)(=O)N acrylamide 3-[tris(trimethylsiloxy)silyl]ethyl-acrylate